C(C)(C)(C)C1=CC=C(C=C1)N(C(=O)[C@@H]1N(C[C@@H](C1)OC)C#N)C(C(=O)NC1CCC(CC1)(F)F)(C)C1=NC=CN=C1 (2R,4R)-N-(4-(tert-butyl)phenyl)-1-cyano-N-(1-((4,4-difluorocyclohexyl)amino)-1-oxo-2-(pyrazin-2-yl)propan-2-yl)-4-methoxypyrrolidine-2-carboxamide